tert-butyl 2-((1-(7-methyl-2-(7-methyl-2-oxo-2,3-dihydrobenzo[d]oxazol-5-yl)-4-oxo-4H-pyrido[1,2-a]pyrimidin-9-yl)ethyl)amino)benzoate CC=1C=C(C=2N(C(C=C(N2)C=2C=C(C3=C(NC(O3)=O)C2)C)=O)C1)C(C)NC1=C(C(=O)OC(C)(C)C)C=CC=C1